N-(3-hydroxypropyl)acrylamide OCCCNC(C=C)=O